[2-(5-chloroindol-1-yl)-1-methyl-propyl] (2S)-2-[(3-hydroxy-4-methoxy-pyridine-2-carbonyl)amino]propanoate OC=1C(=NC=CC1OC)C(=O)N[C@H](C(=O)OC(C(C)N1C=CC2=CC(=CC=C12)Cl)C)C